4-[[2-(5-Chloro-2-hydroxyphenyl)acetyl]amino]-N-[(1s,2r)-2-(hydroxymethyl)cyclohexyl]pyridin ClC=1C=CC(=C(C1)CC(=O)NC1=CCN(C=C1)[C@@H]1[C@@H](CCCC1)CO)O